4-chloro-3-fluoro-6-(tetrahydro-1H-pyrrol-1-yl)benzene-1-carbonitrile ClC1=C(C=C(C(=C1)N1CCCC1)C#N)F